COCC=1C=CC2=C(N=C(O2)C2(CCN(CC2)C(=O)OC(C)(C)C)C)C1 tert-butyl 4-[5-(methoxymethyl)-1,3-benzooxazol-2-yl]-4-methylpiperidine-1-carboxylate